CP(C)C.[Cu+] copper(I) trimethylphosphine